7-bromo-1-cyclopropyl-5-(2,2-dimethylpropylsulfonyl)indazole BrC=1C=C(C=C2C=NN(C12)C1CC1)S(=O)(=O)CC(C)(C)C